C1(CC1)C1=CC(=NN1)NC1=NC(=NC=C1)N1C2CC(C1)(C2)CN(C(OCC2=CC=CC=C2)=O)C Benzyl ((2-(4-((5-cyclopropyl-1H-pyrazol-3-yl)amino)pyrimidin-2-yl)-2-azabicyclo[2.1.1]hexan-4-yl)methyl)(methyl)carbamate